3-chloro-N-((1S,2R)-2-(2,3-dihydro-1H-inden-4-yl)-1-(5-oxo-4,5-dihydro-1,3,4-oxadiazol-2-yl)propyl)-2-fluorobenzenesulfonamide ClC=1C(=C(C=CC1)S(=O)(=O)N[C@@H]([C@H](C)C1=C2CCCC2=CC=C1)C=1OC(NN1)=O)F